1-{(2S,5R)-2-methyl-5-[(7H-pyrrolo[2,3-d]pyrimidine-4-yl)amino]piperidin-1-yl}prop-2-en-1-one titanium(IV) t-butoxide CC(C)(C)[O-].[Ti+4].C[C@@H]1N(C[C@@H](CC1)NC=1C2=C(N=CN1)NC=C2)C(C=C)=O.CC(C)(C)[O-].CC(C)(C)[O-].CC(C)(C)[O-]